α-hexyldecanoic acid C(CCCCC)C(C(=O)O)CCCCCCCC